5-propargylamino-cytidine C(C#C)NC=1C(=NC(N([C@H]2[C@H](O)[C@H](O)[C@@H](CO)O2)C1)=O)N